C(C)N(CCOC=1C=C2C=CC(=CC2=CC1)C(=O)N)CC 6-(2-(diethylamino)ethoxy)-2-naphthamide